ClC1=CC(=C(C=C1OC)NC=1C2=C(N=CN1)C=CC(=N2)N2[C@@H]1CN[C@H](C2)C1)F N-(4-chloro-2-fluoro-5-methoxy-phenyl)-6-[(1S,4S)-2,5-diazabicyclo[2.2.1]heptan-2-yl]pyrido[3,2-d]pyrimidin-4-amine